methyl 2-chloro-4-(quinolin-8-yloxy)benzoate ClC1=C(C(=O)OC)C=CC(=C1)OC=1C=CC=C2C=CC=NC12